C(#N)C=1C=NN2C1C(=CC(=C2)OCC(C)(C)O)C=2N=CC(=NC2)N2[C@@H]1CC3CC(C[C@@H]2C3)(C1)NC(=O)C1=NC=CC=C1F N-((1R,3S,5s,7s)-2-(5-(3-cyano-6-(2-hydroxy-2-methylpropyloxy)pyrazolo[1,5-a]pyridin-4-yl)pyrazin-2-yl)-2-azaadamantan-5-yl)-3-fluoropyridineamide